(3R)-3-{[(4-aminophenyl)carbamoyl]amino}-3-{3-[({3-[(propylcarbamoyl)amino]phenyl}sulfonyl)amino]phenyl}propanoic acid NC1=CC=C(C=C1)NC(=O)N[C@H](CC(=O)O)C1=CC(=CC=C1)NS(=O)(=O)C1=CC(=CC=C1)NC(NCCC)=O